1,4-bis[trimethoxysilyl-(ethyl)]benzene CO[Si](OC)(OC)CCC1=CC=C(C=C1)CC[Si](OC)(OC)OC